C(C)(C)(CCC)OOC(C1=CC=CC=C1)=O t-hexylperoxy-benzoate